C(C)(C)(C)OC(=O)N[C@@H](CN1C(N(C(=CC1=O)C)CC1=C(C=CC=C1C(F)(F)F)F)=O)C1=CC=CC=C1 3-((R)-2-(tert-butoxycarbonyl)amino-2-phenylethyl)-1-(2-fluoro-6-trifluoromethyl-benzyl)-6-methyl-1H-pyrimidine-2,4-dione